COC=1C=C2C=CNC2=CC1OC 5,6-dimethoxy-1H-indole